2-cyclobutyl-5-(8-fluoro-2-methylimidazo[1,2-a]pyridin-6-yl)-7H-pyrrolo[2,3-d]pyrimidine C1(CCC1)C=1N=CC2=C(N1)NC=C2C=2C=C(C=1N(C2)C=C(N1)C)F